ClC(C(=O)NC1=CC(=C(C(=C1)F)NC(C1=CC=CC=C1)=O)F)Cl N-(4-(2,2-dichloroacetamido)-2,6-difluorophenyl)benzamide